C(C)OC(=O)C=1C=NN(C1)CC=1SC(=CC1)C1=NOC(=N1)C(F)(F)F.ClC(C(=O)N1C(OC(C1)C=1OC=CC1)(C)C)Cl 3-dichloroacetyl-5-(2-furyl)-2,2-dimethyl-oxazolidine ethyl-1-[[5-[5-(trifluoromethyl)-1,2,4-oxadiazol-3-yl]-2-thienyl]methyl]pyrazole-4-carboxylate